FC(C(=O)O)(F)F.NCC(=O)NC1=C(C=C(C=C1F)S(=O)(=O)NC1=C(N=CS1)C(=O)O)F 5-[[4-[(2-aminoacetyl)amino]-3,5-difluoro-phenyl]sulfonylamino]thiazole-4-carboxylic acid trifluoroacetate